FC=1C=CC(=C(C1)C1CCN(CC1)[C@@H]1COC2(CN(C2)C=2OC=NN2)C1)[C@@H]1COCC1 (S)-7-(4-(5-fluoro-2-((R)-tetrahydrofuran-3-yl)phenyl)piperidin-1-yl)-2-(1,3,4-oxadiazol-2-yl)-5-oxa-2-azaspiro[3.4]octane